CCOC(=O)C1=CC=CC=C1OC(=O)CCCCCCCC(=O)OC2=CC=CC=C2C(=O)OCC Azeloyl diethyl salicylate